FC=1C=CC(=C(C1)O)C=1N=NC(=CC1C)CC1CN(CCC1)C 5-fluoro-2-(4-methyl-6-((1-methylpiperidin-3-yl)methyl)pyridazin-3-yl)phenol